(5Z,8Z,11Z,14Z,17Z)-Eicosapentaenoic acid CC/C=C\C/C=C\C/C=C\C/C=C\C/C=C\CCCC(=O)O